C(C)(C)(C)OC(=O)N1CCC(CC1)C=1C=CC=2N(N1)N=CC2C(=O)OCC ethyl 6-(1-(tert-butoxycarbonyl)piperidin-4-yl)pyrazolo[1,5-b]pyridazine-3-carboxylate